C1(CC1)C1=CC(=NN1)NC1=NC(=NC=C1)N1CC(CCC1)C1(CC1)NC N-(5-cyclopropyl-1H-pyrazol-3-yl)-2-[3-[1-(methylamino)cyclopropyl]-1-piperidinyl]pyrimidin-4-amine